4-methyl-6-(4-((4-(pyrrolidin-1-yl)benzyl)amino)piperidin-1-yl)pyrimidin-2-amine CC1=NC(=NC(=C1)N1CCC(CC1)NCC1=CC=C(C=C1)N1CCCC1)N